O(C1=CC=CC=C1)C=1C=C(C=NC1)C1=CC2=C(NC(O2)=O)C=C1 6-(5-Phenoxypyridin-3-yl)benzo[d]oxazol-2(3H)-one